C=1N=CN2C1C1=CC=CC=C1C2C2(C(C(CCC2)(C)C)O)C 2-(5H-imidazolo[5,1-a]isoindol-5-yl)-2,6,6-trimethylcyclohexan-1-ol